2-chloro-5-(4-chloro-2-methyl-2H-indazol-5-yl)-7-((2-(trimethylsilyl)ethoxy)methyl)-3,7-dihydro-4H-pyrrolo[2,3-d]pyrimidin-4-one ClC=1NC(C2=C(N1)N(C=C2C2=C(C1=CN(N=C1C=C2)C)Cl)COCC[Si](C)(C)C)=O